CN1C(=CC=2C(=NC(=CC21)C2=CC=C(CN1[C@@H]3CN([C@H](C1)CC3)CCC(C)(O)C)C=C2)C)C2=CC=C(C=C2)S(=O)(=O)C 4-((1s,4s)-5-(4-(1,4-dimethyl-2-(4-(methylsulfonyl)phenyl)-1H-pyrrolo[3,2-c]pyridin-6-yl)benzyl)-2,5-diazabicyclo[2.2.2]oct-2-yl)-2-methylbutan-2-ol